tert-butyl N-{3-[2-(1,3-benzothiazole-6-sulfonyl)-2H,4H,5H,6H-pyrrolo[3,4-c]pyrazol-5-yl]-3-oxo-2-phenylpropyl}carbamate S1C=NC2=C1C=C(C=C2)S(=O)(=O)N2N=C1C(=C2)CN(C1)C(C(CNC(OC(C)(C)C)=O)C1=CC=CC=C1)=O